FC(OC=1C=C(C=CC1CN1C[C@H](CCC1)[C@](CO)(C)O)C1=NN(C=C1)C1=C(C#N)C=CC=C1)F 2-{3-[3-(difluoromethoxy)-4-({(3s)-3-[(2s)-1,2-dihydroxypropan-2-yl]piperidin-1-yl}methyl)phenyl]-1H-pyrazol-1-yl}benzonitrile